deoxy-3',4'-didehydrocytidine [C@@H]1(CC(O)=C(CO)O1)N1C(=O)N=C(N)C=C1